[4-(5,6,7,8-Tetrahydro-quinolin-8-ylamino)-trans-cyclohexyl]-carbamic acid N1=CC=CC=2CCCC(C12)N[C@@H]1CC[C@H](CC1)NC(O)=O